p-phenylenebis(carbodiimide) C1(=CC=C(C=C1)N=C=N)N=C=N